(R)-4-(2-(dimethylamino)-2-oxoethyl)-2-methyl-N-(1-(2-(1-methyl-1H-pyrazol-4-yl)quinolin-4-yl)ethyl)benzamide CN(C(CC1=CC(=C(C(=O)N[C@H](C)C2=CC(=NC3=CC=CC=C23)C=2C=NN(C2)C)C=C1)C)=O)C